1,3-dimethyl-1H-pyrazol-5-yl-2,4-dichlorobenzoate CN1N=C(C=C1OC(C1=C(C=C(C=C1)Cl)Cl)=O)C